(S)-1-(4-(trifluoromethyl)pyridin-3-yl)pyrrolidin FC(C1=C(C=NC=C1)N1CCCC1)(F)F